C[C@@H]1CN(C[C@@H](C1)NC1COC1)C1=CC=C(C=2N=CC=NC12)C#N 8-[(3S,5R)-3-methyl-5-[(oxetan-3-yl)amino]Piperidin-1-yl]Quinoxaline-5-carbonitrile